C12CN(CC2C1)C=1C(=NC(=CC1)CO)C#N 3-{3-azabicyclo[3.1.0]hex-3-yl}-6-(hydroxymethyl)pyridine-2-carbonitrile